C(CCCCC)N1N=NC(=C1)C=1SC2=C(C(=CC(N2C1C(=O)O)=O)CC1=CC=CC2=CC=CC=C12)OC 8-(1-hexyl-1H-1,2,3-triazol-4-yl)-5-methoxy-4-[(1-naphthyl)methyl]-2-oxo-7-thia-1-azabicyclo[4.3.0]non-3,5,8-triene-9-carboxylic acid